C(=O)(OCC1C2=CC=CC=C2C2=CC=CC=C12)N[C@@H](CS)C(=O)O Fmoccystein